Dihydro-3-[3-(triethoxysilyl)propyl]furan-2,5-dion C(C)O[Si](CCCC1C(OC(C1)=O)=O)(OCC)OCC